(±)-n-Butyl ethyl phenyl phosphate [P@](=O)(OCCCC)(OCC)OC1=CC=CC=C1 |r|